3-(4-(3,5-dimethylpiperidin-4-yl)-6,7-difluoro-1-oxoisoindolin-2-yl)piperidine-2,6-dione CC1CNCC(C1C1=C2CN(C(C2=C(C(=C1)F)F)=O)C1C(NC(CC1)=O)=O)C